(R)-(tetrahydrofuran-2-yl)methanol O1[C@H](CCC1)CO